(Z)-1-(3-(2-isopropyl-5-methylphenyl)-4-oxothiazolidin-2-ylidene)-3-(2-methyl-4-(1-(3-(trifluoromethoxy)phenyl)-1H-1,2,4-triazol-3-yl)phenyl)urea C(C)(C)C1=C(C=C(C=C1)C)N1/C(/SCC1=O)=N/C(=O)NC1=C(C=C(C=C1)C1=NN(C=N1)C1=CC(=CC=C1)OC(F)(F)F)C